3-amino-phenol NC=1C=C(C=CC1)O